(2-methoxyethyl)aniline COCCNC1=CC=CC=C1